N-[(1-{[(2-Hydroxyethyl)(methyl)amino]methyl}cyclopentyl)methyl]-4H,5H,6H,7H,8H,9H-cycloocta[b]thiophene-2-carboxamide OCCN(C)CC1(CCCC1)CNC(=O)C1=CC2=C(S1)CCCCCC2